O(S(=O)(=O)C(F)(F)F)[C@@H]1[C@@H](O[C@@H]2OC(O[C@@H]21)(C)C)C=2OC(OC2)(C)C (3aR,5R,6R,6aR)-5-((R)-2,2-Dimethyl-1,3-dioxol-4-yl)-2,2-Dimethyltetrahydrofurano[2,3-d][1,3]dioxol-6-yl triflate